ClC1=C(C=C(C2=C3N(N=C12)CCN(C3)C(CO)=O)C3=NN(C=C3)C)Cl 1-(7,8-dichloro-10-(1-methyl-1H-pyrazol-3-yl)-3,4-dihydropyrazino[1,2-b]indazol-2(1H)-yl)-2-hydroxyethan-1-one